2-(3-(3-amino-4-(6-(1-methyl-1H-pyrazol-4-yl)pyrazolo[1,5-a]pyrazin-4-yl)-1H-pyrazol-1-yl)-1-(ethylsulfonyl)azetidin-3-yl)acetonitrile NC1=NN(C=C1C=1C=2N(C=C(N1)C=1C=NN(C1)C)N=CC2)C2(CN(C2)S(=O)(=O)CC)CC#N